O[C@]1([C@H](C([C@H](C(C1)=O)OCC1=CC=CC=C1)OCC1=CC=CC=C1)OCC1=CC=CC=C1)COCC1=CC=CC=C1 (2R,2S,4S,5S)-5-hydroxy-2,3,4-tris(benzyloxy)-5-[(benzyloxy)methyl]-cyclohexanone